2-(2-((3R,4R)-3-Amino-4-fluoropiperidin-1-yl)-6-chloro-1H-benzo[d]imidazol-1-yl)-N-methyl-N-(2,2,2-trifluoroethyl)acetamid N[C@@H]1CN(CC[C@H]1F)C1=NC2=C(N1CC(=O)N(CC(F)(F)F)C)C=C(C=C2)Cl